C1(=CC=CC=C1)C1=C2C=CC=CC2=C(C2=CC=CC=C12)C=1C=C(C=CC1)C1=CC=C(C=C1)C=1C=NC2=CC=CC=C2C1 3-[3'-(10-phenyl-9-anthracenyl)[1,1'-biphenyl]-4-yl]-quinoline